CC1C(CC2C(CC(CC2C1)C(=O)O)C)C(=O)O 3,8-dimethyl-2,6-decalindicarboxylic acid